OP1(OC2=C(C3=C(O1)C=CC=1C=CC=CC13)C1=CC=CC=C1C=C2)=O.N[C@H]2C1=C(CN(CC2)C(=O)OC(C)(C)C)C=C(C=C1)Br tert-butyl (R)-5-amino-8-bromo-1,3,4,5-tetrahydro-2H-benzo[c]azepine-2-carboxylate compound with (11bS)-4-hydroxydinaphtho[2,1-d:1',2'-f][1,3,2]dioxaphosphepine 4-oxide